ClC1=C2C(=NC(=N1)Cl)N(N=C2)C2=C(C=C(C=C2)F)OC 4,6-dichloro-1-(4-fluoro-2-methoxy-phenyl)pyrazolo[3,4-d]pyrimidine